COC1=CC=C(CN(C(=S)N)CC2=CC(=CC=C2)N2CCN(CC2)C)C=C1 1-(4-methoxybenzyl)-1-(3-(4-methylpiperazin-1-yl)benzyl)thiourea